4-Bromomethyl-2H-1,2,3-triazole BrCC1=NNN=C1